ClC1=C(C#N)C(=C(C(=C1F)C#N)Cl)F 2,5-dichloro-3,6-difluoroterephthalonitrile